N1=C(C=CC2=CN=CC=C12)NC1=NC=C(C(=O)NC2CCC(CC2)C(=O)O)C(=C1)NC1CC1 (1R-4R)-4-(6-((1,6-naphthyridin-2-yl)amino)-4-(cyclopropylamino)nicotinamido)cyclohexane-1-carboxylic acid